IC1=CN=NN1C(C)C 5-iodo-1-isopropyl-1H-1,2,3-triazole